ClC1=NN2C(N=C(C=C2NCC2(CN(C2)C(=O)OC(C)(C)C)C2=CC=C(C=C2)F)I)=C1 tert-Butyl 3-(((2-chloro-5-iodopyrazolo[1,5-a]pyrimidin-7-yl)amino)methyl)-3-(4-fluorophenyl)azetidine-1-carboxylate